O1C2=C(NC(C1)=O)N=CC=N2 2H-pyrazino[2,3-b][1,4]oxazin-3(4H)-on